(2,6-difluoro-3-((6-(trifluoromethyl)thiazolo[5,4-b]pyridin-2-yl)methoxy)benzoyl)-1-methylpiperidine-4-carboxamide FC1=C(C(=O)C2N(CCC(C2)C(=O)N)C)C(=CC=C1OCC=1SC2=NC=C(C=C2N1)C(F)(F)F)F